2-Ethylsulfanyl-N-[(3-fluorophenyl)-methyl]-6-morpholin-4-yl-4-(trifluoromethyl)-pyridine-3-carboxylic acid amide C(C)SC1=NC(=CC(=C1C(=O)NCC1=CC(=CC=C1)F)C(F)(F)F)N1CCOCC1